2-(2,6-dioxopiperidin-3-yl)-5-fluoro-6-(4-((9-(5-methoxy-2-(1-methyl-1H-pyrazol-4-yl)-4-nitrophenyl)-3,9-diazaspiro[5.5]undecan-3-yl)methyl)piperidin-1-yl)isoindoline-1,3-dione O=C1NC(CCC1N1C(C2=CC(=C(C=C2C1=O)F)N1CCC(CC1)CN1CCC2(CC1)CCN(CC2)C2=C(C=C(C(=C2)OC)[N+](=O)[O-])C=2C=NN(C2)C)=O)=O